(R)-1-(2-fluoropropyl)-N-(6-(1-methyl-1H-pyrazol-4-yl)isoquinolin-3-yl)piperidine-4-carboxamide F[C@@H](CN1CCC(CC1)C(=O)NC=1N=CC2=CC=C(C=C2C1)C=1C=NN(C1)C)C